3,7-dimethylocta-2,6-dienamide CC(=CC(=O)N)CCC=C(C)C